1-(1-(2-bromo-5-methoxy-4-nitrophenyl)piperidin-4-yl)-4-methylpiperazine BrC1=C(C=C(C(=C1)[N+](=O)[O-])OC)N1CCC(CC1)N1CCN(CC1)C